(1H-pyrazolo[3,4-b]pyridin-3-yl)(4-(2-(trifluoromethyl)phenyl)piperidin-1-yl)methanone N1N=C(C=2C1=NC=CC2)C(=O)N2CCC(CC2)C2=C(C=CC=C2)C(F)(F)F